acetate (trans-2-hexenyl acetate) C(=C\CCCC)/CC(=O)O.C(C)(=O)O